4-hydroxymethyl-2,2-dimethyl-1,3-dioxolane OCC1OC(OC1)(C)C